[[3-isopropyl-6-[[(3R)-tetrahydropyran-3-yl]amino]-[1,2,4]triazolo[4,3-b]pyridazin-8-yl]aminomethyl]phenol C(C)(C)C1=NN=C2N1N=C(C=C2NCC2=C(C=CC=C2)O)N[C@H]2COCCC2